Cl.C(C(C)C)C1=CC=C(C(=N1)N1CCNCC1)C#N 6-Isobutyl-2-piperazin-1-yl-pyridine-3-carbonitrile hydrochloride